BrC=1C=CC2=C(N=C(O2)C2CC3CCC(C2)N3C)C1 5-bromo-2-(8-methyl-8-azabicyclo[3.2.1]oct-3-yl)benzo[d]oxazole